4-{3-methoxy-4-[3-methyl-5-(trifluoromethyl)phenoxy]phenyl}-2h,4h,5h,6h,7h-pyrazolo[3,4-b]pyridin-6-one COC=1C=C(C=CC1OC1=CC(=CC(=C1)C(F)(F)F)C)C1C=2C(NC(C1)=O)=NNC2